ClC=1C=NN(C1C1=NN2C(N(C(CC2)=O)CC2=CC(=C(C=C2)C2=NC=CC=C2OC(F)(F)F)Cl)=C1)C(C)C 2-(4-chloro-1-isopropyl-1H-pyrazol-5-yl)-4-(3-chloro-4-(3-(trifluoromethoxy)pyridin-2-yl)benzyl)-6,7-dihydropyrazolo[1,5-a]pyrimidin-5(4H)-one